[Se+2].[Sb]([O-])([O-])([O-])=O.[Sb]([O-])([O-])([O-])=O.[Se+2].[Se+2] antimonate selenium